methyl (1R,2R,5S,6R)-3-(3-chlorophenyl)-2-methyl-3-azabicyclo[3.1.0]hexane-6-carboxylate ClC=1C=C(C=CC1)N1[C@@H]([C@H]2[C@@H]([C@H]2C1)C(=O)OC)C